C(C)(C)(C)C1=CC(=NO1)NC(=O)NC1=CC=C(C=C1)N1C=NC2=C1C=CC(=C2)OCCOC 1-(5-tert-butyl-isoxazol-3-yl)-3-{4-[5-(2-methoxy-ethoxyl)-benzimidazol-1-yl]-phenyl}-urea